1-(7-((5-(3-(2,2-Difluoroethyl)-2-methyl-3H-imidazo[4,5-b]pyridin-5-yl)pyrrolo[2,1-f][1,2,4]triazin-2-yl)amino)-2-azaspiro[3.5]nonan-2-yl)ethan-1-one FC(CN1C(=NC=2C1=NC(=CC2)C=2C=CN1N=C(N=CC12)NC1CCC2(CN(C2)C(C)=O)CC1)C)F